(2S,5'R)-7-chloro-4-hydroxy-3'-methoxy-5'-methyl-6-(5-methyl-1,3,4-oxadiazol-2-yl)spiro[benzofuran-2,4'-cyclohex-2-ene]-1',3-dione ClC1=C(C=C(C=2C([C@]3(C(=CC(C[C@H]3C)=O)OC)OC21)=O)O)C=2OC(=NN2)C